C(=O)NC(C#N)C formamidopropionitrile